COC1=C(N)C=C(C=C1)N1CCN(CC1)C 2-methoxy-5-(4-methylpiperazine-1-yl)aniline